2-(2-methoxyethoxy)-N-{2-methyl-4-[(7-{8-methyl-1H,2H,3H-pyrido[2,3-b][1,4]oxazin-7-yl}-5H,6H,7H,8H-pyrido[3,4-d]pyrimidin-2-yl)amino]phenyl}acetamide COCCOCC(=O)NC1=C(C=C(C=C1)NC=1N=CC2=C(N1)CN(CC2)C2=C(C1=C(OCCN1)N=C2)C)C